BrC1=CC=C2C(=C(C(N(C2=C1)C)=O)C#N)N1CCC(CC1)C=1OC2=C(N1)C=CC(=C2)Cl 7-bromo-4-[4-(6-chloro-1,3-benzooxazol-2-yl)piperidin-1-yl]-1-methyl-2-oxo-1,2-dihydroquinoline-3-carbonitrile